FC(C(C1(CC1)F)C1=C(C(=O)NN)C=CC=C1)(F)F (2,2,2-trifluoro-1-(1-fluorocyclopropyl)ethyl)benzohydrazide